N-[1-(2-methoxyethyl)-4-piperidyl]-6-[3-(4-mesyl-2-anisidino)-1-propynyl]-1-(2,2,2-trifluoroethyl)-1H-benzo[d]imidazole-4-carboxamide COCCN1CCC(CC1)NC(=O)C1=CC(=CC=2N(C=NC21)CC(F)(F)F)C#CCNC=2C(OC)=CC=C(C2)S(=O)(=O)C